(4-((3-(4-(di-fluoromethoxy)phenyl)imidazo[1,2-a]pyrazin-8-yl)amino)-2-methylphenyl)(4-(piperazin-1-yl)piperidin-1-yl)methanone hydrochloride Cl.FC(OC1=CC=C(C=C1)C1=CN=C2N1C=CN=C2NC2=CC(=C(C=C2)C(=O)N2CCC(CC2)N2CCNCC2)C)F